CC1=NC=C(C=N1)[C@H](CC(=O)O)N1N=C(C=C1)CCC[C@H]1NC2=NC=CC=C2CC1 (S)-3-(2-methylpyrimidin-5-yl)-3-(3-(3-((R)-1,2,3,4-tetrahydro-1,8-naphthyridin-2-yl)propyl)-1H-pyrazol-1-yl)propionic acid